CN1N=CC(=C1C)C1=CN2C(S1)=C(C=N2)C(=O)O 2-(1,5-dimethyl-1H-pyrazol-4-yl)pyrazolo[5,1-b]Thiazole-7-carboxylic acid